7-(difluoromethyl)-6-(3,5-difluorophenoxy)-2,2,3-trifluoro-2,3-dihydro-1H-inden-1-ol FC(C=1C(=CC=C2C(C(C(C12)O)(F)F)F)OC1=CC(=CC(=C1)F)F)F